(S)-2-chloro-N-(5-chloro-6-(1-methyl-1H-pyrazol-3-yl)pyridin-3-yl)-8,8-dimethyl-7,8-dihydro-6H-cyclopenta[e]pyrazolo[1,5-a]pyrimidine-6-carboxamide ClC1=NN2C(N=CC3=C2C(C[C@@H]3C(=O)NC=3C=NC(=C(C3)Cl)C3=NN(C=C3)C)(C)C)=C1